ClC1=C2N=CN(C2=NC=N1)C(CO)CCO 2-(6-Chloro-9H-purin-9-yl)butane-1,4-diol